3-(4-hydroxybenzoyl)-benzoic acid OC1=CC=C(C(=O)C=2C=C(C(=O)O)C=CC2)C=C1